ClC=1C=C(C(=NC1C1=CC=CC=C1)C)C=1NC=2C=CN=C(C2C(C1)=O)C(=O)N 2-(5-chloro-2-methyl-6-phenyl-3-pyridyl)-4-oxo-1H-1,6-naphthyridine-5-carboxamide